C(C1=CC=CC=C1)(C1=CC=CC=C1)N1CN(C=2C1=NC=C(C2)Br)CC(CC)O 3-benzhydryl-6-bromo-1-(2-hydroxybutyl)-1,3-dihydro-2H-imidazo[4,5-b]Pyridine